C1(CC1)C=1N=C2N(C=C(C=C2C)C(=O)N2C[C@@H]3C([C@@H]3C2)NC2=NC(=CC(=C2)C(C)(C)NC(OC(C)(C)C)=O)C2=CC=C(C=C2)F)C1 tert-butyl (2-(2-(((1R,5S,6s)-3-(2-cyclopropyl-8-methylimidazo[1,2-a]pyridine-6-carbonyl)-3-azabicyclo[3.1.0]hexan-6-yl)amino)-6-(4-fluorophenyl)pyridin-4-yl)propan-2-yl)carbamate